COC(C1=C(C(=C(C=C1)Br)F)NC(C)=O)=O.NC=1C=C(OC=2C=C(C=CC2)C2=CC(=CC=C2)OC2=CC(=CC=C2)N)C=CC1 3,3'-bis(3-aminoPhenoxy)biphenyl methyl-4-bromo-2-acetamido-3-fluorobenzoate